NC1=NC=CC2=C(C=CC=C12)C=1C=C2C(=NN(C2=CC1)C1COCC1)COC1=C(C=CC=C1)C(C(=O)O)C 2-(2-((5-(1-aminoisoquinolin-5-yl)-1-(tetrahydrofuran-3-yl)-1H-indazol-3-yl)methoxy)phenyl)propanoic acid